BrC1=CC=C(S1)C(=O)NC1CC(CCC1)N1C(=NC2=C1C=CC=C2)C2=NC=CC=C2 5-bromo-N-(3-(2-(pyridin-2-yl)-1H-benzo[d]imidazol-1-yl)cyclohexyl)thiophene-2-carboxamide